[Br-].CC=1C=C(SC1)OCCC[N+](C)(C)C 3-(4-methyl-thiophenyloxy)propyl-trimethyl-ammonium bromide